(3-{[2-(4-chlorophenyl)imidazo[1,2-a]pyrimidin-3-yl]methyl}-3,8-diazabicyclo[3.2.1]oct-8-yl)(5-methyl-1,3-oxazol-4-yl)methanone ClC1=CC=C(C=C1)C=1N=C2N(C=CC=N2)C1CN1CC2CCC(C1)N2C(=O)C=2N=COC2C